(R)-3-(2-ethoxy-5-fluoropyridin-4-yl)-1-isopropyl-N-(3-methyl-1,1-dioxidothietan-3-yl)-4,5,6,7-tetrahydro-1H-indazole-6-carboxamide C(C)OC1=NC=C(C(=C1)C1=NN(C=2C[C@@H](CCC12)C(=O)NC1(CS(C1)(=O)=O)C)C(C)C)F